CN([C@@H](CCCNC(N)=N)C(=O)O)C dimethyl-arginine